2-(3-chlorophenyl)-N-{(S)-2-(4-nitrophenyl)-1-[2-(thiophen-2-yl)oxazol-4-yl]Ethyl}acetamide ClC=1C=C(C=CC1)CC(=O)N[C@@H](CC1=CC=C(C=C1)[N+](=O)[O-])C=1N=C(OC1)C=1SC=CC1